BrC=1C(=C(C=C(C1I)F)Cl)C1CC1 3-bromo-1-chloro-2-cyclopropyl-5-fluoro-4-iodobenzene